C(C)(C)(C)OC(=O)N(C(OC(C)(C)C)=O)C1=C2C(=NC(=N1)C)N(N=C2)[C@@H]2C=C([C@H]1OC(O[C@H]12)(C)C)C=C tert-butyl (tert-butoxycarbonyl)(1-((3aS,4R,6aR)-2,2-dimethyl-6-vinyl-3a,6a-dihydro-4H-cyclopenta[d][1,3]dioxol-4-yl)-6-methyl-1H-pyrazolo[3,4-d]pyrimidin-4-yl)carbamate